FC=1C=C2CCO[C@@H](C2=CC1)[C@H]1NCC1 (S)-2-((S)-6-fluoroisochroman-1-yl)azetidine